Cl.CN(C1=CC=C2CCN(CC2=C1)CC1(COC1)C)C1=CC=CC=C1 n-methyl-2-((3-methyloxetan-3-yl)methyl)-N-phenyl-1,2,3,4-tetrahydroisoquinolin-7-amine hydrochloride